BrC=1C=C(C=C2C(N(C=3N(C12)C=NC3C(=O)O)C)=O)C 9-bromo-4,7-dimethyl-5-oxo-imidazo[1,5-a]quinazoline-3-carboxylic acid